C1(CC1)C1=C(C=C2C=NN(C2=C1)C=1C=C(C(=C(C1)O)F)F)N1CCN(CC1)S(=O)(=O)C 5-(6-Cyclopropyl-5-(4-(methylsulfonyl)piperazin-1-yl)-1H-indazol-1-yl)-2,3-difluorophenol